tert-butyl 3-((4-((3-chloro-2-fluorophenyl)amino)-6-nitroquinazolin-7-yl)ethynyl)-3-methylpyrrolidine-1-carboxylate ClC=1C(=C(C=CC1)NC1=NC=NC2=CC(=C(C=C12)[N+](=O)[O-])C#CC1(CN(CC1)C(=O)OC(C)(C)C)C)F